1-isopropyl-6-(4,4,5,5-tetramethyl-1,3,2-dioxaborolan-2-yl)-1H-benzo[d]imidazole C(C)(C)N1C=NC2=C1C=C(C=C2)B2OC(C(O2)(C)C)(C)C